(1R,2S,5S)-6,6-dimethyl-3-azabicyclo[3.1.0]hexane-2-carboxamide CC1([C@H]2CN[C@@H]([C@@H]12)C(=O)N)C